((4r,5s,7r,8r,9s,10r)-8,10-dihydroxy-7-(hydroxymethyl)-9-(4-(3,4,5-trifluorophenyl)-1H-1,2,3-triazol-1-yl)-1,6-dioxaspiro[4.5]dec-4-yl)benzo[d]thiazole-4-carboxamide O[C@H]1[C@H](O[C@@]2([C@@H](CCO2)C=2SC=3C(N2)=C(C=CC3)C(=O)N)[C@@H]([C@H]1N1N=NC(=C1)C1=CC(=C(C(=C1)F)F)F)O)CO